O=C1N(CC2=C(C=CC=C12)NCC1=CN=C(O1)C1CCN(CC1)C(C(C)(C)C)=O)C1C(NC(CC1)=O)=O 3-(1-oxo-4-(((2-(1-pivaloylpiperidin-4-yl)oxazol-5-yl)methyl)amino)isoindolin-2-yl)piperidine-2,6-dione